NCC1CCC(CC1)N1C2=NC(=NC=C2N=C1NC1=CC(=CC=C1)Cl)NC1CCOCC1 9-((1s,4s)-4-(aminomethyl)cyclohexyl)-N8-(3-chlorophenyl)-N2-(tetrahydro-2H-pyran-4-yl)-9H-purine-2,8-diamine